BrC=1C(=NC=C(C1)F)C#N 3-bromo-5-fluoropicolinonitrile